ClC[C@H](COC1=CC=C(\C=C/C2=CC=C(OC[C@@H](CO)O)C=C2)C=C1)O (R)-3-(4-((Z)-4-((S)-3-chloro-2-hydroxypropoxy)styryl)phenoxy)propane-1,2-diol